methyl 2-[[4-[3-[(4-cyano-2-fluoro-phenyl)methylsulfanyl]pyrazol-1-yl]-1-piperidyl]methyl]-3-[[(2S)-oxetan-2-yl]methyl]benzimidazole-5-carboxylate C(#N)C1=CC(=C(C=C1)CSC1=NN(C=C1)C1CCN(CC1)CC=1N(C2=C(N1)C=CC(=C2)C(=O)OC)C[C@H]2OCC2)F